ClC1=NC(=C2C=CC=NC2=C1)NC1CC2CCC(C1)N2CCC#N 3-((3-Exo)-3-((7-chloro-1,6-naphthyridin-5-yl)amino)-8-azabicyclo[3.2.1]oct-8-yl)propionitrile